C1(CC1)N(C(=O)C=1C(=NN(C1F)C)C(F)F)CC1=C(C=CC=C1C(C)C)F N-cyclopropyl-3-(difluoromethyl)-5-fluoro-N-(2-fluoro-6-isopropylbenzyl)-1-methyl-1H-pyrazole-4-amide